C(CCC(C)C)NC1=CC=C(C=C1)NC1=CC=CC=C1 N-isohexyl-N'-phenyl-p-phenylenediamine